7,9-undecadienol C(CCCCCC=CC=CC)O